N1=CC=CC2=CC(=CC=C12)N1C(=CC2=CC=CC=C12)C=O 1-(quinolin-6-yl)-1H-indole-carbaldehyde